C(C)(C)(C)OC(=O)N[C@H](C(=O)N1[C@@H](CC[C@@H]1C=C)C(=O)O)CC(=C)C (2S,5R)-1-((S)-2-((tert-butoxycarbonyl)amino)-4-methylpent-4-enoyl)-5-vinylpyrrolidine-2-carboxylic acid